1,3-dimethylbenzimidazolium bicarbonate C([O-])(O)=O.C[N+]1=CN(C2=C1C=CC=C2)C